N1CC(C1)CC1=CN=C(S1)[C@H]1N([C@@H](CC2=C1NC1=CC=CC=C21)C)CC(C)(C)F 5-(azetidin-3-ylmethyl)-2-((1S,3R)-2-(2-fluoro-2-methylpropyl)-3-methyl-2,3,4,9-tetrahydro-1H-pyrido[3,4-b]indol-1-yl)thiazole